C(C)(C)(C)OC(=O)N1CCC=2C=C(C(=NC2C1)OCC1=C(C=C(C=C1)Cl)F)NC ((4-chloro-2-fluorobenzyl)oxy)-3-(methylamino)-5,8-dihydro-1,7-naphthyridine-7(6H)-carboxylic acid tert-butyl ester